FC1(C(C1)C(=O)NC1=NC=C2C=C(C=3N(C2=C1)C=C(N3)C(F)(F)F)C=3C=NC(=CC3C)[C@H](CC)O)F 2,2-difluoro-N-(4-(6-((S)-1-hydroxypropyl)-4-methylpyridin-3-yl)-2-(trifluoromethyl)imidazo[1,2-a][1,6]naphthyridin-8-yl)cyclopropane-1-carboxamide